C1(CC1)C(=O)NC=1SC2=C(N1)C=CC=C2C=2C=CC(=C(C2)C2=CC=C(O2)P(O)(O)=O)OC(CO)C [5-[5-[2-(cyclopropanecarbonylamino)-1,3-benzothiazol-7-yl]-2-(2-hydroxy-1-methyl-ethoxy)phenyl]-2-furyl]phosphonic acid